2-((1R,3r)-3-((R)-(4-methyl-4H-1,2,4-triazol-3-yl)(3-(6-(((1-methylcyclobutyl)amino)methyl)-1-oxo-4-(trifluoromethyl)isoindolin-2-yl)phenyl)methyl)cyclobutyl)acetonitrile CN1C(=NN=C1)[C@H](C1CC(C1)CC#N)C1=CC(=CC=C1)N1C(C2=CC(=CC(=C2C1)C(F)(F)F)CNC1(CCC1)C)=O